CC1=CC=CC(=N1)C1=NNC=C1C1=NC2=CC=CN=C2C=C1 2-[3-(6-Methyl-2-pyridinyl)-1H-pyrazol-4-yl]-1,5-naphthyridine